CN(S(=O)(=O)C=1C=C(C(=O)NC2=CC=CC=C2)C=CC1)C1=CC=CC=C1 3-(N-methyl-N-phenylsulfamoyl)-N-phenylbenzamide